BrC=1C=C2CCCNC2=NC1C(OC)OC 6-bromo-7-(dimethoxymethyl)-1,2,3,4-tetrahydro-1,8-naphthyridine